C1(CCCCC1)P(C(=C(C1=CC=CC=C1)C1=CC=CC=C1)C)C1CCCCC1 2-(dicyclohexylphosphino)-1,1-diphenyl-1-propene